ClC1=CC=C(C=C1)C=1N=CN(C1C1=CC(=NC=C1)C(F)F)CC(=O)N1CC2(COC2)C1 2-[4-(4-chlorophenyl)-5-[2-(difluoromethyl)pyridin-4-yl]-1H-imidazol-1-yl]-1-{2-oxa-6-azaspiro[3.3]heptan-6-yl}ethan-1-one